C(C)(=O)N1C(C2=C(CC1)C=C(S2)Br)C(=O)OCC ethyl 6-acetyl-2-bromo-4,5,6,7-tetrahydrothieno[2,3-c]pyridine-7-carboxylate